(R)-1-(3-(3-chloro-5-(4-((3-(dimethylamino)propyl)amino)-1,3,5-triazin-2-yl)phenyl)morpholino)prop-2-en-1-one ClC=1C=C(C=C(C1)C1=NC=NC(=N1)NCCCN(C)C)[C@@H]1COCCN1C(C=C)=O